2-[dodecyl-(thiocarbonyl)thio]2-methylpropanoic acid C(CCCCCCCCCCC)C(=S)SC(C(=O)O)(C)C